C(C1=CC(OC)=C(O)C=C1)(=O)OCCOC1=CC=CC=C1 phenoxyethyl vanilloate